(E)-4-((4-(4-(1H-1,2,3-triazol-1-yl)butyl)phenoxy)methyl)-2-(2-(2-fluoropyridin-3-yl)vinyl)oxazole N1(N=NC=C1)CCCCC1=CC=C(OCC=2N=C(OC2)\C=C\C=2C(=NC=CC2)F)C=C1